3-methyl-6-(m-tolyl)-1-(3-pyridylmethyl)imidazo[4,5-b]pyridin-2-one CN1C(N(C=2C1=NC=C(C2)C=2C=C(C=CC2)C)CC=2C=NC=CC2)=O